(5-(2-(methylamino)-7H-pyrrolo[2,3-d]pyrimidin-5-yl)pyrazolo[1,5-a]pyridin-3-yl)(4-methylpiperazin-1-yl)methanone CNC=1N=CC2=C(N1)NC=C2C2=CC=1N(C=C2)N=CC1C(=O)N1CCN(CC1)C